BrC=1C=CC(=NC1)[C@@H](N[S@@](=O)C(C)(C)C)C1=CC=CC=C1 (S)-N-((S)-(5-bromopyridin-2-yl)(phenyl)methyl)-2-methylpropane-2-sulfinamide